C(CCCCCCCCCCCCCCCCCCCCCCCCCCCCC(=O)N)(=O)N hexamethylenebislauric acid amide